(S)-5-phenyl-2-((1R,3S)-3-(pyrimidin-5-yl)cyclobutyl)-2,5,6,7-tetrahydro-3H-pyrrolo[2,1-c][1,2,4]triazol-3-one C1(=CC=CC=C1)[C@@H]1CCC2=NN(C(N21)=O)C2CC(C2)C=2C=NC=NC2